(R/S)-N2-(4-Aminosulphonylphenyl)-5-fluoro-N4-[2-methyl-3-oxo-4-(4-methoxybenzyl)-benzo[1,4]thiazin-6-yl]-2,4-pyrimidinediamine NS(=O)(=O)C1=CC=C(C=C1)NC1=NC=C(C(=N1)NC=1C=CC2=C(N(C([C@H](S2)C)=O)CC2=CC=C(C=C2)OC)C1)F |r|